Methyl 5-amino-2-(1-ethyl-1H-pyrazol-4-yl)benzoate NC=1C=CC(=C(C(=O)OC)C1)C=1C=NN(C1)CC